3-(2-((3r,5r,7r)-adamantan-1-yl)acetoxy)-2-((((9Z,12Z)-octadeca-9,12-dienoyl)oxy)methyl)propyl 1,3-dimethylpyrrolidine-3-carboxylate CN1CC(CC1)(C(=O)OCC(COC(CC12CC3CC(CC(C1)C3)C2)=O)COC(CCCCCCC\C=C/C\C=C/CCCCC)=O)C